C1(CC1)CN1C(=NC2=C1C=CC=C2F)NC(CC2=CC(=C(OC1=C(C(=O)N)C=CC=N1)C=C2)F)=O 2-(4-(2-((1-(cyclopropylmethyl)-4-fluoro-1H-benzo[d]imidazol-2-yl)amino)-2-oxoethyl)-2-fluorophenoxy)nicotinamide